C(C)(=O)OCCCCCC 3Z-hexyl acetate